BrC=1C(=NN(C1CC)C)[C@@H](CCO[Si](C)(C)C(C)(C)C)O |r| (rac)-1-(4-bromo-5-ethyl-1-methyl-1H-pyrazol-3-yl)-3-{[tert-butyl-(dimethyl)silyl]oxy}propan-1-ol